tert-butyl 7-[6-cyclopropyl-2-{[1-(2-methoxyethyl) piperidin-4-yl] oxy}-7-(5-methyl-1H-indazol-4-yl)-8-(2,2,2-trifluoroethoxy) quinazolin-4-yl]-2,7-diazaspiro[3.5]nonane-2-carboxylate C1(CC1)C=1C=C2C(=NC(=NC2=C(C1C1=C2C=NNC2=CC=C1C)OCC(F)(F)F)OC1CCN(CC1)CCOC)N1CCC2(CN(C2)C(=O)OC(C)(C)C)CC1